N6-(2-methoxy-4-morpholinophenyl)-3-(1-methyl-1H-pyrazol-4-yl)-N4-phenyl-1H-pyrazolo[3,4]pyrimidine-4,6-diamine COC1=C(C=CC(=C1)N1CCOCC1)NN1CN(C=2C(=C1)NNC2C=2C=NN(C2)C)NC2=CC=CC=C2